C(C)(C)(C)[Si](OC(C)N1[C@@H](CC1=O)CCC(=O)O)(C)C 3-((R)-[1-(tert-butyl-dimethyl-silanyloxy)-ethyl]-4-oxo-azetidin-2-yl)-propionic acid